ClC1=C(C=CC2=C1C(=N[C@H](C=1N2N=C(N1)C)C)C1=C(C=CC(=N1)O)F)C(F)(F)F 6-[(4S)-7-chloro-2,4-dimethyl-8-(trifluoromethyl)-4H-[1,2,4]triazolo[1,5-a][1,4]benzodiazepine-6-Yl]-5-fluoropyridin-2-ol